4-(5-(3-Acetamido-1-isopropyl-1H-pyrazol-5-yl)-5-hydroxyoctahydropentalen-2-yl)-N-(3-chloro-4-fluorophenyl)-1-methyl-1H-imidazole-5-carboxamide C(C)(=O)NC1=NN(C(=C1)C1(CC2CC(CC2C1)C=1N=CN(C1C(=O)NC1=CC(=C(C=C1)F)Cl)C)O)C(C)C